5-[3-(4-fluorophenyl)-1,2,4-oxadiazol-5-yl]-1-methylpyrrolidin-2-one FC1=CC=C(C=C1)C1=NOC(=N1)C1CCC(N1C)=O